CN1C(N(C=2N=CN(C2C1=O)CCSCCC(=C(F)F)F)C)=O 1,3-dimethyl-7-{2-[(3,4,4-trifluorobut-3-en-1-yl)sulfanyl]ethyl}-3,7-dihydro-1H-purin-2,6-dione